COC1=CC=C(C(=C1C(=O)OC)C)[N+](=O)[O-] methyl 6-methoxy-2-methyl-3-nitro-benzoate